FC=1C=C(CC2=CN=C3N2C=CC(=C3)C(=O)OC)C=CC1F methyl 3-(3,4-difluorobenzyl)imidazo[1,2-a]pyridine-7-carboxylate